tricyclopentadiene C1C=CC2C1C3CC2C4C3C5CC4C=C5